3-[2-fluoro-3-(4-piperidinyl)anilino]piperidine-2,6-dione FC1=C(NC2C(NC(CC2)=O)=O)C=CC=C1C1CCNCC1